tert-butyl 3-[[3-[4-(cyclopropylcarbamoyl)-3-(difluoromethoxy)-5-methoxy-phenyl]imidazo[1,2-a]pyridin-7-yl]oxymethyl]-3-fluoro-azetidine-1-carboxylate C1(CC1)NC(=O)C1=C(C=C(C=C1OC)C1=CN=C2N1C=CC(=C2)OCC2(CN(C2)C(=O)OC(C)(C)C)F)OC(F)F